CC1(NC(C2=CC=C(C=C12)C1=CNC2=NC=C(C=C21)C(=O)NC2CCN(CC2)C)=O)C 3-(3,3-dimethyl-1-oxoisoindolin-5-yl)-N-(1-methylpiperidin-4-yl)-1H-pyrrolo[2,3-b]pyridine-5-carboxamide